BrC=1C=C2CCOC(C2=CC1)(C)C 6-bromo-1,1-dimethyl-3,4-dihydroisochromene